CC=1C=C(C=NC1N1CCOCC1)C1=CC=C(S1)CN1C(NN=C1)=O 4-({5-[5-methyl-6-(morpholin-4-yl)pyridin-3-yl]thiophen-2-yl}methyl)-2,4-dihydro-3H-1,2,4-triazol-3-one